ClC1=CC=C(CNC(=O)NC2CC3(C2)CC(C3)CC(=O)N3C(CCC3)CO)C=C1 1-(4-chlorobenzyl)-3-(6-(2-(2-(hydroxymethyl)pyrrolidin-1-yl)-2-oxoethyl)spiro[3.3]heptan-2-yl)urea